FC1=CC(=C(OC=2N=NC(=C(C2C(=O)NC2=CC(=CC=C2)[S@](=O)(=N)C)N2CCOCC2)C(F)(F)F)C=C1)C (S)-3-(4-fluoro-2-methylphenoxy)-N-(3-(S-methylsulfonimidoyl)phenyl)-5-morpholino-6-(trifluoromethyl)pyridazine-4-carboxamide